C1CCC2=C(C=3CCCC3C=C12)NC(NS(=O)(=O)C=1OC=C(C1)C(C)(C)O)=O 3-(1,2,3,5,6,7-hexahydro-s-indacen-4-yl)-1-([4-(2-hydroxypropan-2-yl)furan-2-yl]sulfonyl)urea